COC1=CC=C(C=N1)CN1C(C2=CC=C(C=C2C=N1)S(=O)(=O)C1=C2C=NN(C2=CC=C1)C(=O)OC(C)(C)C)=O tert-butyl 4-((2-((6-methoxypyridin-3-yl) methyl)-1-oxo-1,2-dihydro-phthalazin-6-yl) sulfonyl)-1H-indazole-1-carboxylate